6-(6-methoxy-2-azaspiro[3.3]hept-2-yl)-3-nitropyridine COC1CC2(CN(C2)C2=CC=C(C=N2)[N+](=O)[O-])C1